CC1=C(N=NC(=C1)N[C@H]1CN(CCC1)C)C1=C(C=C2CCCC2=C1)O (R)-6-(4-Methyl-6-((1-methyl-piperidin-3-yl)amino)pyridazin-3-yl)-2,3-dihydro-1H-inden-5-ol